S1C(=CC=C1)CCOCCC=1SC=CC1 thienylethyl ether